C(CCC)(N)=NO n-butyramidoxime